3-chloro-5-(4-morpholinophenyl)pyrazin-2-amine ClC=1C(=NC=C(N1)C1=CC=C(C=C1)N1CCOCC1)N